COCCOCCOC=1C=CC2=C(OC(OC2=O)(C)C)C1 7-[2-(2-methoxyethoxy)ethoxy]-2,2-dimethyl-1,3-benzodioxin-4-one